(S)-3-(tert-butoxycarbonylamino)-2-(2,6-dichloro-3-nitrobenzamido)propionic acid C(C)(C)(C)OC(=O)NC[C@@H](C(=O)O)NC(C1=C(C(=CC=C1Cl)[N+](=O)[O-])Cl)=O